C(=O)OCCCCCCCC OCTYL FORMATE